8-(3,5-bis(trifluoromethyl)phenyl)-6-methyl-1,2,3,5-tetrahydro-s-indacene FC(C=1C=C(C=C(C1)C(F)(F)F)C=1C=2C=C(CC2C=C2CCCC12)C)(F)F